BrCCC1=CC=C(C=C1)F (2-bromoethyl)-4-fluorobenzene